trans-3-methoxy-1-methyl-N-(5-(2-((3aR,5r,6aS)-2-(2,2,2-trifluoroethyl)octahydrocyclopenta[c]pyrrol-5-yl)ethoxy)-1H-indol-3-yl)cyclobutane-1-carboxamide COC1CC(C1)(C(=O)NC1=CNC2=CC=C(C=C12)OCCC1C[C@@H]2[C@@H](CN(C2)CC(F)(F)F)C1)C